C[C@@H]1C(C[C@H]2[C@@H]3CC[C@H]([C@H]2C1)C3)=O |r| (1RS,2SR-5SR,7RS,8SR)-5-methyltricyclo[6.2.1.0~2,7~]undecan-4-one